NC=1C=C(C#N)C=C(C1)C1=C(C=2C(=C(SN2)N2CCN(CC2)C(C=C)=O)C=C1Cl)F 3-amino-5-(5-chloro-7-fluoro-3-(4-(2-propenoyl)-1-piperazinyl)-2,1-benzothiazol-6-yl)benzonitrile